rac-N-(7-bromo-2-((1S*,2S*)-2-(4-methylpyrimidin-2-yl)cyclopropyl)quinolin-4-yl)-N-methyl-methanesulfonamide BrC1=CC=C2C(=CC(=NC2=C1)[C@@H]1[C@H](C1)C1=NC=CC(=N1)C)N(S(=O)(=O)C)C |r|